4-fluoro-1-(1-(hydroxymethyl)cyclopropyl)-N,N-bis(4-methoxybenzyl)-1H-pyrazole-3-sulfonamide FC=1C(=NN(C1)C1(CC1)CO)S(=O)(=O)N(CC1=CC=C(C=C1)OC)CC1=CC=C(C=C1)OC